Tert-butyl 2-amino-3-phenylpropionate HCl Cl.NC(C(=O)OC(C)(C)C)CC1=CC=CC=C1